NCCCOCCC[SiH2]C(OC)OC 7-amino-4-oxaheptyldimethoxymethylsilane